2-(4-(2,6-diphenylpyrimidin-4-yl)-2,3,5,6-tetrakis(5H-pyrido[4,3-b]indol-5-yl)phenyl)benzo[d]thiazole C1(=CC=CC=C1)C1=NC(=CC(=N1)C1=C(C(=C(C(=C1N1C2=C(C=3C=CC=CC13)C=NC=C2)N2C1=C(C=3C=CC=CC23)C=NC=C1)C=1SC2=C(N1)C=CC=C2)N2C1=C(C=3C=CC=CC23)C=NC=C1)N1C2=C(C=3C=CC=CC13)C=NC=C2)C2=CC=CC=C2